FC=1C=C(CC2=CC=C(C=C2)NC(=O)C2=NN(C(C=C2)=O)C)C=CC1 N-(4-(3-fluorobenzyl)phenyl)-1-methyl-6-oxo-1,6-dihydropyridazine-3-carboxamide